OCTAFLUORoCYCLOBUTAN FC1(C(C(C1(F)F)(F)F)(F)F)F